OC=1C=C(C(=O)N2CC3(CC2)CCC(CC3)NCC(=O)NCC(F)(F)F)C=CC1C 2-{[(5s,8s)-2-(3-hydroxy-4-methylbenzoyl)-2-azaspiro[4.5]decan-8-yl]amino}-N-(2,2,2-trifluoroethyl)acetamide